(1R,2S,5S)-3-(diphenylcarbamoyl)-8-(methyl(quinoline-6-ylmethyl)carbamoyl)-3,8-diazabicyclo[3.2.1]octane-2-carboxylic acid C1(=CC=CC=C1)N(C(=O)N1[C@@H]([C@H]2CC[C@@H](C1)N2C(N(CC=2C=C1C=CC=NC1=CC2)C)=O)C(=O)O)C2=CC=CC=C2